methyl 1-(3-oxobutyl)-1H-imidazole-4-carboxylate O=C(CCN1C=NC(=C1)C(=O)OC)C